tert-Butyl 3-[[cyclopropyl(methyl)amino]methyl]azetidine-1-carboxylate C1(CC1)N(C)CC1CN(C1)C(=O)OC(C)(C)C